C(C)(C)C1=CC=C(CC(C(=O)C2=CC=C(C=C2)N2CCOCC2)(CC)N(C)CCCC)C=C1 2-(4-isopropylbenzyl)-2-[(n-butyl)(methyl)amino]-1-(4-morpholinylphenyl)butan-1-one